C1(CCC1)CN(C(=O)C=1N=C(NC1)[C@H]1N(C[C@@H](C1)O)C(C(C(C)C)C1=CC(=NO1)OC)=O)CC1=CC=C(C=C1)C1=C(N=CS1)C N-(cyclobutylmethyl)-2-[(2S,4R)-4-hydroxy-1-[2-(3-methoxy-1,2-oxazol-5-yl)-3-methylbutyryl]pyrrolidin-2-yl]-N-[[4-(4-methyl-1,3-thiazol-5-yl)phenyl]methyl]-1H-imidazole-4-carboxamide